((2R,3S,4R,5R)-3,4-dihydroxy-5-(2-oxo-4-(1H-1,2,4-triazol-1-yl) pyrimidin-1(2H)-yl) tetrahydrofuranyl) isobutyrate C(C(C)C)(=O)O[C@H]1O[C@H]([C@@H]([C@@H]1O)O)N1C(N=C(C=C1)N1N=CN=C1)=O